O[C@H]([C@@H]1C(N(CCC1)C)=O)C1=NN=C(C2=C1CCC2)C2=C(C=C(C=C2)C(F)(F)F)OC |r| (R/S)-3-((R/S)-hydroxy(4-(2-methoxy-4-(trifluoromethyl)phenyl)-6,7-dihydro-5H-cyclopenta[d]pyridazin-1-yl)methyl)-1-methylpiperidin-2-one